NC1=CC=C(C=C1)C1=CC=C(C=C1)C1=CC(=CC(=C1)C1=CC=C(C=C1)C1=CC=C(C=C1)N)C1=CC=C(C=C1)C1=CC=C(C=C1)N 1,3,5-tris[4'-amino(1,1'-biphenyl-4-yl)]benzene